1-(but-3-en-1-yl)-4-ethylbenzene C(CC=C)C1=CC=C(C=C1)CC